ethyl 2-[3-(piperidin-4-yl)indazol-1-yl]acetate N1CCC(CC1)C1=NN(C2=CC=CC=C12)CC(=O)OCC